1-(4-(8-methyl-2'-(((S)-1-methylpyrrolidin-2-yl)methoxy)-3,4,5',6'-tetrahydro-2H-spiro[naphthalene-1,7'-pyrano[2,3-d]pyrimidin]-4'-yl)piperazin-1-yl)prop-2-en-1-one CC=1C=CC=C2CCCC3(CCC4=C(N=C(N=C4N4CCN(CC4)C(C=C)=O)OC[C@H]4N(CCC4)C)O3)C12